C1(CC1)C1=NC=NC(=C1C1=NC(=C2NC=NC2=N1)NCC1=C(C(=C(C=C1)C=1N(C=C(N1)C(F)(F)F)C(C)C)F)F)OC 2-(4-cyclopropyl-6-methoxypyrimidin-5-yl)-N-(2,3-difluoro-4-(1-isopropyl-4-(trifluoromethyl)-1H-imidazol-2-yl)benzyl)-7H-purin-6-amine